6-[5-(2-hydroxyethyl)-2H-benzotriazole-2-yl]benzo[1,3]dioxole-5-ol OCCC1=CC=2C(=NN(N2)C=2C(=CC3=C(OCO3)C2)O)C=C1